N-((5-(5-(difluoromethyl)-1,3,4-oxadiazol-2-yl)thiazol-2-yl)methyl)-N-(pyrazin-2-yl)cyclopropanesulfonamide FC(C1=NN=C(O1)C1=CN=C(S1)CN(S(=O)(=O)C1CC1)C1=NC=CN=C1)F